[Cl-].O=C1C(=CC2=CC=CC3=CC=CC1=C23)CN(C(=[NH2+])N)C 1-((1-oxo-1H-phenalen-2-yl)methyl)-1-methyl-guanidinium chloride